sodium N-ethylmorpholine C(C)N1CCOCC1.[Na]